4-(((1R)-3-(dimethylamino)-1-((phenylsulfanyl)methyl)propyl)amino)-3-nitrobenzenesulfonamide CN(CC[C@H](CSC1=CC=CC=C1)NC1=C(C=C(C=C1)S(=O)(=O)N)[N+](=O)[O-])C